2-[(12AR)-8,10-difluoro-1,2,3,4,12,12a-hexahydro-6H-pyrazino[2,1-c][1,4]benzoxazepin-9-yl]-3-(trifluoromethyl)phenol FC=1C(=C(C2=C(CN3[C@@H](CO2)CNCC3)C1)F)C1=C(C=CC=C1C(F)(F)F)O